N-(5-(3,6-dihydro-2H-pyran-4-yl)naphthalen-1-yl)-4-fluorobenzamide O1CCC(=CC1)C1=C2C=CC=C(C2=CC=C1)NC(C1=CC=C(C=C1)F)=O